1-(2-(5-(4-fluoro-2-(trifluoromethyl)pyridin-3-yl)isoindolin-2-yl)-2-oxoethyl)-1H-1,2,4-triazole-3-carbonitrile FC1=C(C(=NC=C1)C(F)(F)F)C=1C=C2CN(CC2=CC1)C(CN1N=C(N=C1)C#N)=O